OCCN1C=C(C(=C1C1=C(C=CC=C1)C(F)(F)F)C)C(=O)NC1=CC=C(C=C1)S(=O)(=O)C 1-(2-hydroxyethyl)-4-methyl-N-(4-(methylsulfonyl)phenyl)-5-(2-(trifluoromethyl)phenyl)-1H-pyrrole-3-carboxamide